6'-(trifluoromethyl)-1',2'-dihydrospiro[pyrrolidine-3,3'-pyrrolo[3,2-c]pyridine]-5-carboxamide FC(C1=CC2=C(C=N1)C1(CN2)CNC(C1)C(=O)N)(F)F